CNC=1N([C@H]2[C@H](OC)[C@H](O)[C@@H](CO)O2)C=2N=CN=C(C2N1)N 8-methylamino-2'-O-methyladenosine